(+/-)-3-[(1R)-4-methyl-3-cyclohexen-1-yl]butanal CC1=CC[C@@H](CC1)[C@@H](CC=O)C |&1:7|